3-(3-pyridyl)-5-(trifluoromethyl)pyrazol N1=CC(=CC=C1)C1=NNC(=C1)C(F)(F)F